pyrido[2,3-D]pyrimidin-7-one N1=CN=CC=2C1=NC(CC2)=O